5-butyl-3-((2-(trimethylsilyl)ethoxy)methyl)pyrido[3,2-e][1,2,4]Triazolo[4,3-a]Pyrazine C(CCC)N1CC=2N(C3=C1C=C(C=N3)COCC[Si](C)(C)C)C=NN2